5-(N-(2-ammonioethyl)sulfamoyl)-2-(6-(diethylamino)-3-(diethyliminio)-3H-xanthen-9-yl)benzenesulfonate [NH3+]CCNS(=O)(=O)C=1C=CC(=C(C1)S(=O)(=O)[O-])C=1C2=CC=C(C=C2OC2=CC(C=CC12)=[N+](CC)CC)N(CC)CC